ClC=1C=C2[C@@H](CN(CC2=C(C1)Cl)C)C1=CC=C(C=C1)S(=O)(=O)NCCOCCOCCOCCNC(C1=CC=C(C(=O)NCCOCCOCCOCCNS(=O)(=O)C2=CC=C(C=C2)[C@@H]2CN(CC3=C(C=C(C=C23)Cl)Cl)C)C=C1)=O |o1:4,64| N1,N4-bis(2-(2-(2-(2-(4-((S or R)-6,8-dichloro-2-methyl-1,2,3,4-tetrahydroisoquinolin-4-yl)phenylsulfonamido)ethoxy)ethoxy)ethoxy)ethyl)-terephthalamide